Tert-Butyl [1-(4-carbamoyl-6-chloro-5-(3-fluoro-4-methoxyphenyl)pyrid-2-yl)piperid-4-yl]carbamate C(N)(=O)C1=CC(=NC(=C1C1=CC(=C(C=C1)OC)F)Cl)N1CCC(CC1)NC(OC(C)(C)C)=O